4-{4-[(3R)-3-Methylmorpholin-4-yl]-6-[((R)-S-methylsulfonimidoyl)methyl]pyrimidin-2-yl}-1H-pyrrolo[2,3-b]pyridine C[C@H]1N(CCOC1)C1=NC(=NC(=C1)C[S@@](=O)(=N)C)C1=C2C(=NC=C1)NC=C2